(3,5-difluorophenyl) sulfone FC=1C=C(C=C(C1)F)S(=O)(=O)C1=CC(=CC(=C1)F)F